CN(S(=O)(=O)C1=CC(=CC=C1)NN1C=CC2=CC=3C(=NC2=C1)C=1N(N3)CC=NC1)C N,N-dimethyl-3-(pyrazino[1',6':1,5]pyrazolo[4,3-b][1,7]naphthyridin-10-ylamino)benzenesulfonamide